5-chloro-benzoimidazole ClC1=CC2=C(N=CN2)C=C1